COCOC=1C(=CC2=CN(N=C2C1C)C)C1=NC(=C(C(=N1)C)C(=O)NC1CCN(C2(CC2)C1)C(=O)OC(C)(C)C)C tert-butyl 7-[[2-[6-(methoxymethoxy)-2,7-dimethyl-indazol-5-yl]-4,6-dimethyl-pyrimidine-5-carbonyl]amino]-4-azaspiro[2.5]octane-4-carboxylate